N-methyl-2-aminobutane-1-ol CNC(CO)CC